FC1=C(C=C(O[C@H](C(=O)NCC2=CC=CC=C2)CC)C=C1)C(F)(F)F (2S)-2-[4-fluoro-3-(trifluoromethyl)phenoxy]-N-(phenylmethyl)butyramide